C(C)(C)N(P(OCCC#N)[O-])C(C)C 2-cyanoethyl N,N-diisopropylphosphoramidite